FC(C=1C=C(C=C(C1)C(F)(F)F)P(C1=C(C(=CC=C1OC)OC)C1=C(C=CC=C1N(C)C)N(C)C)C1=CC(=CC(=C1)C(F)(F)F)C(F)(F)F)(F)F bis(3,5-bis(trifluoromethyl)phenyl)(2',6'-bis(dimethylamino)-3,6-dimethoxybiphenyl-2-yl)phosphine